FC=1C=C2C(=NC1)NC=C2C2=NC(=CC(=N2)C=2C=NC=NC2)NC2C(C1CCC2CC1)C(=O)O (+/-)-trans-3-((2-(5-fluoro-1H-pyrrolo[2,3-b]pyridin-3-yl)-[4,5'-bipyrimidin]-6-yl)amino)bicyclo[2.2.2]octane-2-carboxylic acid